CC1CNC2=C(C=CC=C2C=2C=CN=C(O[C@@H]3CN([C@H](C(NC1)=O)C3)C(=O)OCC3=CC=CC=C3)N2)[N+](=O)[O-] benzyl (14S,17S)-10-methyl-6-nitro-13-oxo-18-oxa-8,12,15,20,23-pentazatetracyclo[17.3.1.114,17.02,7]tetracosa-1(23),2,4,6,19,21-hexaene-15-carboxylate